CN(C(OC(C)(C)C)=O)C[C@@H]1OCCC2=C(C=CC=C12)C1=CC=NC=C1 |r| Racemic-tert-butyl methyl((5-(pyridin-4-yl)isochroman-1-yl)methyl)carbamate